5-(1-(3,5-Dichloropyridin-4-yl)ethoxy)-N-(1-(2-Morpholinoethyl)-1H-Pyrazol-4-yl)-1H-Indazol-3-Carboxamid ClC=1C=NC=C(C1C(C)OC=1C=C2C(=NNC2=CC1)C(=O)NC=1C=NN(C1)CCN1CCOCC1)Cl